2,5-dichloro-N-(2-fluoro-5-nitrophenyl)pyrimidin-4-amine ClC1=NC=C(C(=N1)NC1=C(C=CC(=C1)[N+](=O)[O-])F)Cl